4,4-dimethylcyclohex-1-ene-1-carbaldehyde CC1(CC=C(CC1)C=O)C